3,3-bis(4-methoxyphenyl)-6,11-dimethyl-13-(2-hydroxycarbonyl-ethyl)carboxy-13-propyl-3H,13H-indeno[2',3':3,4]-naphtho[1,2-b]pyran COC1=CC=C(C=C1)C1(C=C(C2=C(O1)C=1C=C(C=CC1C1=C2C(C2=CC(=CC=C21)C)(CCC)CCC(=O)O)C)C(=O)O)C2=CC=C(C=C2)OC